N-[2-[2-[[3-cyclopropyl-4-(3-methyl-4-methylsulfonyl-phenyl)-1H-pyrazolo[4,3-c]pyridin-7-yl]amino]ethoxy]ethyl]acetamide C1(CC1)C1=NNC2=C1C(=NC=C2NCCOCCNC(C)=O)C2=CC(=C(C=C2)S(=O)(=O)C)C